P(=O)(OC(N1N=C(C(=C1)C1=CC=C2C(N(C=NC2=C1)[C@H](C)C1=CC(=CC=C1)C(NC)=O)=O)C(F)(F)F)(C(C)(C)C)C(C)(C)C)([O-])[O-] ditert-butyl[4-[3-[(1R)-1-[3-(methylcarbamoyl)phenyl]ethyl]-4-oxo-quinazolin-7-yl]-3-(trifluoromethyl)pyrazol-1-yl]methyl phosphate